C[C@H]1N(CCOC1)C1=CC(=C2C(=N1)C(=NN2C)C2=NN(C=C2)C2OCCCC2)C2=CC=NN2C (3R)-3-methyl-4-(1-methyl-7-(1-methyl-1H-pyrazol-5-yl)-3-(1-(tetrahydro-2H-pyran-2-yl)-1H-pyrazol-3-yl)-1H-pyrazolo[4,3-b]pyridin-5-yl)morpholine